1,4-oxathian-3-ylmethanamine O1CC(SCC1)CN